NC=1N=CNN1 5-Amino-2H-[1,2,4]triazol